C(=O)C=1C(=NC(N([C@H]2[C@H](OC)[C@H](O)[C@@H](CO)O2)C1)=O)N 5-formyl-2'-O-methyl-cytidine